ONC(C1=CC=C(C=C1)S(NC=1C=C2C(=CN(C2=CC1)C)C1=C(C=C(C(=C1)F)F)F)(=O)=O)=O N-hydroxy-4-(N-(1-methyl-3-(2,4,5-trifluorophenyl)-1H-indol-5-yl)sulfamoyl)benzamide